hydroxybenzyl-isoquinoline OC=1N=C(C2=CC=CC=C2C1)CC1=CC=CC=C1